N-(4-(4-(2-(benzo[d]isothiazol-3-yl)acetamido)-2,5-difluorophenoxy)pyridin-2-yl)cyclopropaneCarboxamide S1N=C(C2=C1C=CC=C2)CC(=O)NC2=CC(=C(OC1=CC(=NC=C1)NC(=O)C1CC1)C=C2F)F